FC1=C(N=C(NC1=O)C1=CC=NC=C1)C1CCOCC1 5-fluoro-2-(4-pyridyl)-4-tetrahydropyran-4-yl-1H-pyrimidin-6-one